C1(CC1)C=1N(C=C(N1)C)C1=NC=C(C=N1)C=O 2-(2-cyclopropyl-4-methyl-1H-imidazol-1-yl)pyrimidine-5-carbaldehyde